1-methyl-3-[tris-(trimethylsiloxy)]silylimidazolium CN1C=[N+](C=C1)[Si](O[Si](C)(C)C)(O[Si](C)(C)C)O[Si](C)(C)C